bis(ε-azido-L-lysyl)-cystamine dihydrochloride Cl.Cl.N(=[N+]=[N-])C(CCC[C@H](N)C(=O)N(CCSSCCN)C([C@@H](N)CCCC(N)N=[N+]=[N-])=O)N